(2S,5S)-4-(3-(5-(difluoromethyl)-1,3,4-thiadiazol-2-yl)-6-(N-(1-methylcyclopropyl)sulfamoyl)imidazo[1,5-a]pyridin-8-yl)-N,5-dimethylmorpholine-2-carboxamide FC(C1=NN=C(S1)C1=NC=C2N1C=C(C=C2N2C[C@H](OC[C@@H]2C)C(=O)NC)S(NC2(CC2)C)(=O)=O)F